CC=1C=C(C=C2C=NNC12)CC(C(=O)N1CCN(CC1)C1CCN(CC1)C)OC(=O)N1CCC(CC1)C1=CC2=C(NC1=O)SCC2 3-(7-methyl-1H-indazol-5-yl)-1-(4-(1-methylpiperidin-4-yl)piperazin-1-yl)-1-oxopropan-2-yl-4-(6-oxo-2,3,6,7-tetrahydrothieno[2,3-b]pyridin-5-yl)piperidine-1-carboxylate